(S)-1-ISOPROPYL-AZETIDINE-2-CARBOXYLIC ACID C(C)(C)N1[C@@H](CC1)C(=O)O